C1(=CC=C(C=C1)C1=NC(=NC(=N1)C1=CC=CC=C1)N1C2=C(C(=C(C(=C2C=2C(=C(C3=C(C12)N(C=1C(=C(C(=C(C13)[2H])[2H])[2H])[2H])C=1C=C(C=CC1)C1=CC=CC=C1)[2H])[2H])[2H])[2H])[2H])[2H])C1=CC=CC=C1 11-[4-(biphenyl-4-yl)-6-phenyl-1,3,5-triazin-2-yl]-11,12-dihydro-12-(biphenyl-3-yl)-indolo[2,3-a]carbazole-1,2,3,4,5,6,7,8,9,10-d10